sodium ethylenediamine ethyl (propyl)sulfonate C(CC)S(=O)(=O)OCC.C(CN)N.[Na]